5-(1-((2-methyl-allyl)oxy)ethyl)-2-trityl-2H-tetrazole CC(COC(C)C=1N=NN(N1)C(C1=CC=CC=C1)(C1=CC=CC=C1)C1=CC=CC=C1)=C